methyl (R)-4-(4-(2,2-difluoroethyl)piperazin-2-yl)benzoate FC(CN1C[C@H](NCC1)C1=CC=C(C(=O)OC)C=C1)F